C(C1=CC=CC=C1)OC1CN(CC1)C(=O)NC(C(NC1=CC=C(C=C1)[Si](C)(C)C)=O)C1=CC=C(C=C1)OC 3-(benzyloxy)-N-(1-(4-methoxyphenyl)-2-oxo-2-((4-(trimethylsilyl)phenyl)amino)ethyl)pyrrolidine-1-carboxamide